norbornane-2,3-dicarboxylic anhydride C12C3C(C(CC1)C2)C(=O)OC3=O